3-(azetidin-3-yl)-5-[3-(trifluoromethyl)-1-bicyclo[1.1.1]pentyl]-1,2,4-oxadiazole N1CC(C1)C1=NOC(=N1)C12CC(C1)(C2)C(F)(F)F